2-(4,6-bis(2,4-dimethylphenyl)-1,3,5-triazin-2-yl)-5-propyloxyphenol CC1=C(C=CC(=C1)C)C1=NC(=NC(=N1)C1=C(C=C(C=C1)C)C)C1=C(C=C(C=C1)OCCC)O